(R)-3-amino-5-hexynoic acid N[C@@H](CC(=O)O)CC#C